FC1=C(C=C(C=C1)C1=NC(=NC(=N1)NC(C)C)NC1=CC(=NC=C1)C(F)(F)F)O Fluoro-5-[4-isopropylamino-6-(2-trifluoromethyl-pyridin-4-ylamino)-[1,3,5]triazin-2-yl]-phenol